COC1=CC=C(C=N1)CN1C(C2=CC=C(C=C2C=N1)S(=O)(=O)C=1SC(=CC1)C)=O 2-((6-methoxypyridin-3-yl)methyl)-6-(5-methylthiophene-2-ylsulfonyl)phthalazin-1(2H)-one